(Endo-8-(3-bromo-4-cyano-1H-pyrazolo[3,4-d]pyrimidin-6-yl)-8-azabicyclo[3.2.1]oct-3-yl)carbamic acid tert-butyl ester C(C)(C)(C)OC(NC1CC2CCC(C1)N2C2=NC(=C1C(=N2)NN=C1Br)C#N)=O